(4-Bromo-6-fluoro-1-(triisopropylsilyl)-1H-indole-5-carbonyl)picolinonitrile BrC1=C2C=CN(C2=CC(=C1C(=O)C=1C(=NC=CC1)C#N)F)[Si](C(C)C)(C(C)C)C(C)C